NC1=CC=C(C=C1)[S@@](=O)(NCC)=N[Si](C)(C)C(C)(C)C (R)-4-amino-N'-(tert-butyldimethylsilyl)-N-ethylbenzenesulfonimidamide